2-((2-hydroxyethyl)disulfanyl)ethyl Nα-(tert-butoxycarbonyl)-1-methyl-D-tryptophanate C(C)(C)(C)OC(=O)N[C@H](CC1=CN(C2=CC=CC=C12)C)C(=O)OCCSSCCO